ClC1=CC=2CN(CCC(C2S1)(C)C)C1=CC(=C(C(=C1)C)C(C(=O)N)C(C)(C)C)C (4-(2-chloro-8,8-dimethyl-4,6,7,8-tetrahydro-5H-thieno[3,2-c]azepin-5-yl)-2,6-dimethylphenyl)-3,3-dimethylbutyramide